FC(C(=O)O)(F)F.[Hg+2] mercury (ii) trifluoroacetic acid